4-(4-(adamantan-1-yl)phenyl)-2-phenylpyridine C12(CC3CC(CC(C1)C3)C2)C2=CC=C(C=C2)C2=CC(=NC=C2)C2=CC=CC=C2